C[Si](=[Hf](C1C=C(C=C1)C[Si](C)(C)C)(C1C=CC=2C3=C(C=CC12)C=CC=C3)(=[SiH2])(C)(C)(C)C)C Dimethyl-tetramethyldisilylene(benzo[e]inden-3-yl)(3-(trimethylsilylmethyl)-cyclopentadienyl)hafnium